2-[[3-(Azetidin-3-yl)-1-bicyclo[1.1.1]pentanyl]oxy]-5-(trifluoromethyl)pyrazine N1CC(C1)C12CC(C1)(C2)OC2=NC=C(N=C2)C(F)(F)F